P(=O)(O)(O)CC(C(=O)[O-])=O Phosphonopyruvate